BrC=1C=NC2=CC(=C(C=C2C1)[C@H](C)N1C(C2=CC=CC=C2C1=O)=O)F (S)-2-(1-(3-bromo-7-fluoroquinolin-6-yl)ethyl)isoindole-1,3-dione